CC1=CC=CC(=N1)N1C=C(C(C2=CC(=C(C(=C12)Cl)NC1CCC1)F)=O)C(=O)O 1-(6-methyl-2-pyridyl)-8-chloro-6-fluoro-1,4-dihydro-7-cyclobutylamino-4-oxo-3-quinolinecarboxylic acid